ClC1=CC=C2C(=CNC2=C1C)\C=C\1/NC(N(C1=O)C(C(=O)NC(CO)CO)C1=CC=C(C=C1)C#N)=O (Z)-2-(4-((6-chloro-7-methyl-1H-indol-3-yl)methylene)-2,5-dioxoimidazol-1-yl)-2-(4-cyanophenyl)-N-(1,3-dihydroxypropan-2-yl)acetamide